(+)-3,5,5-trimethyl-1-hexanol CC(CCO)CC(C)(C)C